N[C@@H](CCC(=O)O)C(=O)N[C@@H](CCC(=O)[O-])C(=O)[O-] L-glutamyl-L-glutamate